(2R,6R)-1-isobutyryl-4-((R)-3-methoxy-1-(2,4,6-trifluorophenyl)propyl)-6-methyl-N-(4-(pyrimidin-2-yl)benzyl)piperazine-2-carboxamide C(C(C)C)(=O)N1[C@H](CN(C[C@H]1C)[C@H](CCOC)C1=C(C=C(C=C1F)F)F)C(=O)NCC1=CC=C(C=C1)C1=NC=CC=N1